6-(methoxy-d3)-2,2-dimethyl-2,3-dihydrobenzofuran-7-sulfonyl chloride C(OC1=C(C2=C(CC(O2)(C)C)C=C1)S(=O)(=O)Cl)([2H])([2H])[2H]